1-(3-((R)-1-((7-ethynyl-2-methyl-6-(((S)-tetrahydrofuran-3-yl)oxy)quinazoline-4-yl)amino)ethyl)-2-fluorophenyl)-1,1-difluoro-2-methylpropan-2-ol C(#C)C1=C(C=C2C(=NC(=NC2=C1)C)N[C@H](C)C=1C(=C(C=CC1)C(C(C)(O)C)(F)F)F)O[C@@H]1COCC1